FC=1C=CC=2C[C@@H](C2C1)N\C(=N/O)\C=1C(=NON1)OC1CC(C1)NC(=O)C1(CC1)O N-((1R,3s)-3-((4-((Z)-N-((S)-4-fluorobicyclo[4.2.0]octa-1(6),2,4-trien-7-yl)-N'-hydroxycarbamimidoyl)-1,2,5-oxadiazol-3-yl)oxy)cyclobutyl)-1-hydroxycyclopropanecarboxamide